4-((8-bromooctyl)oxy)-2-(2-oxopiperidin-3-yl)isoindoline-1,3-dione BrCCCCCCCCOC1=C2C(N(C(C2=CC=C1)=O)C1C(NCCC1)=O)=O